BrC1=CC=C(C=C1)C(C(F)(F)F)=O 1-(4-bromophenyl)-2,2,2-trifluoro-ethanone